4-amino-N-((1S)-1-(6-chloro-3-pyridinyl)ethyl)-N-ethyl-7-fluoro-1,3-dihydrofuro[3,4-c]quinoline-8-carboxamide NC1=NC=2C=C(C(=CC2C2=C1COC2)C(=O)N(CC)[C@@H](C)C=2C=NC(=CC2)Cl)F